tert-butyl 9-{3-[(formyloxy)methyl]phenyl}-1,4,9-triazaspiro[5.5]undecane-4-carboxylate C(=O)OCC=1C=C(C=CC1)N1CCC2(CN(CCN2)C(=O)OC(C)(C)C)CC1